CS(=O)(=O)C1=CC=C(C=N1)NC(=O)N 1-(6-methanesulfonylpyridin-3-yl)urea